3-(3-oxo-5-piperazin-1-yl-1H-isoindol-2-yl)piperidine-2,6-dione O=C1N(CC2=CC=C(C=C12)N1CCNCC1)C1C(NC(CC1)=O)=O